NCCC[N+](CC(COCCCCCCCCC=CCCCC)OCCCCCCCCC=CCCCC)(C)C (+)-N-(3-aminopropyl)-N,N-dimethyl-2,3-bis(syn-9-tetradeceneyloxy)-1-propanaminium